tert-butyl (R)-3-(3-methyl-2-oxoimidazolidin-1-yl)piperidine-1-carboxylate CN1C(N(CC1)[C@H]1CN(CCC1)C(=O)OC(C)(C)C)=O